3-Chloro-2-(2-chlorophenyl)-9-(1-methyl-1H-pyrazol-4-yl)imidazo[2,1-f][1,6]naphthyridine ClC1=C(N=C2C=3C=C(C=NC3C=CN21)C=2C=NN(C2)C)C2=C(C=CC=C2)Cl